BrCC(=O)NC1=C(C=C(C=C1C)F)C 2-bromo-N-(4-fluoro-2,6-dimethylphenyl)acetamide